C1(CC1)N(C(OC(C)(C)C)=O)CCN1N=NC2=C1C(=C1C(=C2F)CC(C1)C=O)F tert-Butyl N-cyclopropyl-N-[2-(4,8-difluoro-6-formyl-6,7-dihydro-5H-cyclopenta[f]benzotriazol-1-yl)ethyl]carbamate